(2R,5S)-tert-butyl 4-(7-bromo-6-chloro-2,8-dihydroxyquinazolin-4-yl)-2,5-dimethylpiperazine-1-carboxylate BrC1=C(C=C2C(=NC(=NC2=C1O)O)N1C[C@H](N(C[C@@H]1C)C(=O)OC(C)(C)C)C)Cl